P(=O)(OC(C)N1N=CC(=C1)C=1SC=C(N1)C(NC=1C(=NN(C1)[C@@H]1CC[C@H](CC1)OCC)C1=NC(=CC=C1F)F)=O)(O)[O-].[K+] potassium 1-(4-(4-((3-(3,6-difluoropyridin-2-yl)-1-(trans-4-ethoxycyclohexyl)-1H-pyrazol-4-yl)carbamoyl)thiazol-2-yl)-1H-pyrazol-1-yl)ethyl hydrogen phosphate